(2S)-1-{6-[3-(2,6-difluoro-4-methoxyphenyl)-4-[4-(difluoromethoxy)benzamido]-2-methyl-5-oxo-2,5-dihydro-1H-pyrazol-1-yl]-5-(trifluoromethyl)pyridin-2-yl}pyrrolidine-2-carboxamide FC1=C(C(=CC(=C1)OC)F)C=1N(N(C(C1NC(C1=CC=C(C=C1)OC(F)F)=O)=O)C1=C(C=CC(=N1)N1[C@@H](CCC1)C(=O)N)C(F)(F)F)C